Cl.FC1=C(C=C(C=C1)NN)OC 1-(4-fluoro-3-methoxyphenyl)hydrazine hydrochloride